3-[6-(m-cyanophenyl)-4-(1-{[6-(tert-butyl)-2-pyridinyl]methyl}-1H-1,2,3-triazol-4-yl)-2-pyrimidinylamino]-3-methylbutanoic acid C(#N)C=1C=C(C=CC1)C1=CC(=NC(=N1)NC(CC(=O)O)(C)C)C=1N=NN(C1)CC1=NC(=CC=C1)C(C)(C)C